propyl-N-tert-heptylbenzothiazole-2-sulfenamide C(CC)C1=CC=CC2=C1N=C(S2)SNC(C)(C)CCCC